(R)-N-(4-(hexahydropyrrolo[1,2-a]pyrazin-2(1H)-yl)phenyl)-4-((8-methyl-2,3-dihydro-1H-pyrido[2,3-b][1,4]oxazin-7-yl)amino)-2-oxo-1,2-dihydropyridine-3-carboxamide C1[C@@H]2N(CCN1C1=CC=C(C=C1)NC(=O)C=1C(NC=CC1NC1=C(C3=C(OCCN3)N=C1)C)=O)CCC2